N1N=CC=C1.[PH4+] phosphonium pyrazol